C(\C=C\C(=O)OCCC)(=O)OC1CCC(CC1)C (4-methylcyclohexyl) propyl fumarate